COC1=CC=C2C3=C(NC2=C1)C(=NCC3)CC(CC3=NCCC1=C3NC3=CC(=CC=C13)OC)C1=CC(=C(C(=C1)OC)O)Cl 4-(1,3-bis(7-methoxy-4,9-dihydro-3H-pyrido[3,4-b]indol-1-yl)propan-2-yl)-2-chloro-6-methoxyphenol